1-Methyl-pyrrolidine-2-carboxylic acid [1-(8-cyano-quinolin-5-yl)-piperidin-4-ylmethyl]-amide C(#N)C=1C=CC(=C2C=CC=NC12)N1CCC(CC1)CNC(=O)C1N(CCC1)C